5-bromo-4-Octylthiophene BrC1=C(C=CS1)CCCCCCCC